3,6-dimethyl-1-(4-(4-bromophenyl)piperidinyl)-7-cyano-8-hydroxyisoquinoline CC=1N=C(C2=C(C(=C(C=C2C1)C)C#N)O)N1CCC(CC1)C1=CC=C(C=C1)Br